CN1N=CC(=C1)C=1N=CC2=C(C=CC=C2C1)C1=NN(C2=C1CN(CC2)C(C)=O)C2CCNCC2 1-[3-[3-(1-methylpyrazol-4-yl)-8-isoquinolyl]-1-(4-piperidyl)-6,7-dihydro-4H-pyrazolo[4,3-c]pyridin-5-yl]ethanone